5'-(dibenzo[b,d]thiophen-1-yl)-4'-(2,6-dimethylpyridin-4-yl)-4,4''-bis(3-methyl-9H-carbazol-9-yl)-6'-(4-(3-methyl-9H-carbazol-9-yl)phenyl)-[1,1':2',1''-terphenyl]-3'-carbonitrile C1(=CC=CC=2SC3=C(C21)C=CC=C3)C=3C(=C(C(=C(C3C3=CC=C(C=C3)N3C2=CC=CC=C2C=2C=C(C=CC32)C)C3=CC=C(C=C3)N3C2=CC=CC=C2C=2C=C(C=CC32)C)C3=CC=C(C=C3)N3C2=CC=CC=C2C=2C=C(C=CC32)C)C#N)C3=CC(=NC(=C3)C)C